para-ethyl-benzoyl chloride C(C)C1=CC=C(C(=O)Cl)C=C1